ClC1=NC(=CC(=N1)C)SC 2-chloro-4-methyl-6-methylsulfanyl-pyrimidine